1-(p-tolyl)urea C1(=CC=C(C=C1)NC(=O)N)C